6-chloro-9-benzyl-purine ClC1=C2N=CN(C2=NC=N1)CC1=CC=CC=C1